CC(C)C1=NOC(=N1)C1=NN2C(=NC=3C=CC=CC3C2=N1)N[C@H]1C(NCCCC1)=O (3R)-3-({2-[3-(propan-2-yl)-1,2,4-oxadiazol-5-yl][1,2,4]triazolo[1,5-c]quinazolin-5-yl}amino)azepan-2-one